C(C1=CC=CC=C1)OC(=O)[C@@H]1OS(O[C@H]1C(C)C)=O (4R,5S)-5-isopropyl-1,3,2-dioxathiolane-4-carboxylic acid benzyl ester 2-oxide